(2S,4S)-1-(3-Cyano-6-methyl-4-(trifluoromethyl)-pyridin-2-yl)-N-(3,4-dichlorophenyl)-N-ethyl-4-(2-(hydroxymethyl)-morpholino)-pyrrolidine-2-carboxamide C(#N)C=1C(=NC(=CC1C(F)(F)F)C)N1[C@@H](C[C@@H](C1)N1CC(OCC1)CO)C(=O)N(CC)C1=CC(=C(C=C1)Cl)Cl